tert-Butyl 5-((2-(((tert-butoxycarbonyl)amino)methyl)oxazol-5-yl)thio)-[1,1'-biphenyl]-3-carboxylate C(C)(C)(C)OC(=O)NCC=1OC(=CN1)SC=1C=C(C=C(C1)C1=CC=CC=C1)C(=O)OC(C)(C)C